CC=1N(C2=CC=C(C=C2C1C=1OC(=CC1)C(F)(F)F)S(=O)(=O)N)C1=CC=C(C=C1)C(F)(F)F methyl-3-(5-(trifluoromethyl)furan-2-yl)-1-(4-(trifluoromethyl)phenyl)-1H-indole-5-sulfonamide